C(C1=CC=CC=C1)[C@H]1N(CCN(C1)S(=O)(=O)C)C=1N=CC2=C(N1)C(=NN2)Cl (R)-5-(2-benzyl-4-(methylsulfonyl)piperazin-1-yl)-3-chloro-1H-pyrazolo[4,3-d]pyrimidine